ClCC(=O)NCC1=C(C=CC=C1)OC 2-chloro-N-(2-methoxybenzyl)acetamide